N1=CC=C(C=C1)C1=CC2=C(N=C(S2)NC=2C=C(C(=O)N[C@@H]3CNCC3)C=CN2)C=C1 (S)-2-((6-(pyridin-4-yl)benzo[d]thiazol-2-yl)amino)-N-(pyrrolidin-3-yl)isonicotinamide